(4,6-dimethoxypyrimidin-2-yl)carbamic acid COC1=NC(=NC(=C1)OC)NC(O)=O